C(#N)[C@H](C)NC(C1=CC=C(C=C1)C1=NC(=NC=C1C)NC=1C=NN(C1)[C@@H]1CC[C@H](CC1)OC)=O N-((S)-1-cyanoethyl)-4-(2-((1-(trans-4-methoxycyclohexyl)-1H-pyrazol-4-yl)amino)-5-methylpyrimidin-4-yl)benzamide